(14Z,17Z)-pentyl 4-(2-hydroxyethyl)tricosa-14,17-dienoate OCCC(CCC(=O)OCCCCC)CCCCCCCCC\C=C/C\C=C/CCCCC